5-methyl-4H-1,2,4-triazole CC=1NC=NN1